FC1=C(C=C(C=C1)OC)C=O (2-fluoro-5-methoxyphenyl)methanone